2-(4-fluoro-2-(4-(1-methylpiperidin-4-yl)phenyl)-7-oxothieno[2,3-c]pyridin-6(7H)-yl)-2-(5-fluoro-2-(methoxymethoxy)phenyl)acetic acid FC=1C2=C(C(N(C1)C(C(=O)O)C1=C(C=CC(=C1)F)OCOC)=O)SC(=C2)C2=CC=C(C=C2)C2CCN(CC2)C